Phenazine-1-carboxylate C1(=CC=CC2=NC3=CC=CC=C3N=C12)C(=O)[O-]